3,5-di-n-heptylcyclohexyllithium C(CCCCCC)C1CC(CC(C1)CCCCCCC)[Li]